[Cl-].C(CCCCCCCCCCCCCCCCC)[N+](CCC[SiH2]OC)(C)C octadecyl-dimethyl-(3-methoxylsilylpropyl)ammonium chloride